ClC1=C2C(=NC=C1OC=1C=NN3C1C(=NC=C3)NC)N=C(N2C)NC=2C(N(C=C(C2)C(F)(F)F)[C@H]2COCCC2)=O (R)-3-((7-chloro-1-methyl-6-((4-(methylamino)pyrazolo[1,5-a]pyrazin-3-yl)oxy)-1H-imidazo[4,5-b]pyridin-2-yl)amino)-1-(tetrahydro-2H-pyran-3-yl)-5-(trifluoromethyl)pyridin-2(1H)-one